4-[6-(hydroxymethyl)-6-methyl-4-oxo-3H,4H,6H,7H-pyrano[3,4-d]imidazol-3-yl]-2-methylbenzonitrile OCC1(CC2=C(N(C=N2)C2=CC(=C(C#N)C=C2)C)C(O1)=O)C